N-[4-Fluoro-2-methyl-5-[[5-(trifluoromethyl)pyridin-2-yl]carbamoyl]phenyl]-2-methyl-1,3-thiazole-5-carboxamide FC1=CC(=C(C=C1C(NC1=NC=C(C=C1)C(F)(F)F)=O)NC(=O)C1=CN=C(S1)C)C